FC(C(=O)O)(F)F.O1CCC(=CC1)C=1C=C2C(=NC=NN2C1)C1=CC(=C(C=C1)CN)C (4-(6-(3,6-dihydro-2H-pyran-4-yl)pyrrolo[2,1-f][1,2,4]triazin-4-yl)-2-methylphenyl)methanamine trifluoroacetate